3-((Dimethylamino)methylene)-1'-((2-(trimethylsilyl)ethoxy)methyl)spiro[cyclopentane-1,3'-pyrrolo[2,3-b]pyridine]-2',4(1'H)-dione CN(C)C=C1CC2(C(N(C3=NC=CC=C32)COCC[Si](C)(C)C)=O)CC1=O